C(C)(C)(C)N(CCC(=C)C1=CC=CC=C1)C(C)(C)C 1-di-tert-butylamino-3-phenylbut-3-ene